(4-chloro-2-fluoro-phenyl)ethenone ClC1=CC(=C(C=C1)C=C=O)F